5-(2,3,3a,4,6,6a-Hexahydro-1H-pyrrolo[3,4-c]pyrrol-5-yl)-N-[(1R)-1-[3-(1,3-dimethylpyrazol-4-yl)-5-methoxy-phenyl]ethyl]-2-methyl-benzamide C1NCC2C1CN(C2)C=2C=CC(=C(C(=O)N[C@H](C)C1=CC(=CC(=C1)OC)C=1C(=NN(C1)C)C)C2)C